[Zr].[Re](=O)(=O)(=O)[O-].[NH4+] ammonium perrhenate, zirconium salt